benzimidazole, magnesium salt [Mg].N1=CNC2=C1C=CC=C2